CN1N=C(C2=CC(=CC=C12)C=1C=C(N(S(N1)(=O)=O)C)C(=O)NC1=CC(=CC=C1)C)C 5-(1,3-dimethyl-1H-indazol-5-yl)-2-methyl-N-(3-methylphenyl)-1,1-dioxo-2H-1λ6,2,6-thiadiazine-3-carboxamide